2-(3-((4-ethylpiperazin-1-yl)methyl)-5-(trifluoromethyl)phenyl)-5-nitro-1H-benz[d]imidazole C(C)N1CCN(CC1)CC=1C=C(C=C(C1)C(F)(F)F)C1=NC2=C(N1)C=CC(=C2)[N+](=O)[O-]